COC1=CC=C(OCC2=NN=C(S2)NC(C2=CN=C(C=C2C2=C(C=CC=C2)OC)C)=O)C=C1 N-(5-((4-Methoxyphenoxy)methyl)-1,3,4-thiadiazol-2-yl)-4-(2-methoxyphenyl)-6-methylnicotinamide